NC=1N=C(SC1C(C1=CC=C(C=C1)OC(F)F)=O)N(C1=CC(=C(C=C1)F)F)C(C(=O)N)C (N-[4-amino-5-[4-(difluoromethoxy)benzoyl]thiazol-2-yl]-3,4-difluoro-anilino)propanamide